7-(5-hydroxy-2-(trifluoromethyl)phenyl)quinazoline-6-carbonitrile OC=1C=CC(=C(C1)C1=C(C=C2C=NC=NC2=C1)C#N)C(F)(F)F